tert-butyl (1-(4-aminopyrimidin-2-yl)-4-methoxypiperidin-4-yl)methylcarbamate NC1=NC(=NC=C1)N1CCC(CC1)(OC)CNC(OC(C)(C)C)=O